1-propan-2-yl-pyrazole-4-carboxylic acid ethyl ester C(C)OC(=O)C=1C=NN(C1)C(C)C